FC=1C(=C2C(=CN1)N(C=C2)C)C=2N=C(C=1OC[C@@H]3COC[C@H](N3C1N2)C)C(C)(C)S(=O)(=O)C (5R,8aS)-3-(5-fluoro-1-methyl-1H-pyrrolo[2,3-c]pyridin-4-yl)-1-(1-methanesulfonyl-1-methyl-ethyl)-5-methyl-5,6,8a,9-tetrahydro-8H-7,10-dioxa-2,4,4b-triazaphenanthrene